2-Heptyl-6-methyl-1,3-dioxan-4-one C(CCCCCC)C1OC(CC(O1)=O)C